FC1(C2=CC=CC=C2C=2C=C(C=CC12)C(=O)NCC(=O)N1[C@@H](CC(C1)=C(F)F)C(=O)O)F (S)-1-((9,9-difluoro-9H-fluorene-3-carbonyl)glycyl)-4-(difluoromethylene)pyrrolidine-2-carboxylic acid